5-(chlorometh-yl)-3-cyclopropyl-1,2,4-thiadiazole ClCC1=NC(=NS1)C1CC1